C(C1=CC=CC=C1)N1C(C2=CC=CC=C2C=C1Br)P(OC)(OC)=O Dimethyl (2-benzyl-3-bromo-1,2-dihydroisoquinolin-1-yl)phosphonate